C(#N)[C@@H](C[C@@H]1C(NCC1)=O)C(C(=O)N)CC(C)C ((S)-1-cyano-2-[(3S)-2-oxopyrrolidin-3-yl]ethyl)-4-methyl-pentanamide